C(C=C)(=O)OCCSC=1SC(=NN1)SC(C)C 2-acryloxyethylthio-5-isopropylthio-1,3,4-thiadiazole